2-(((R)-1-(2-((1R,4S)-2-azabicyclo[2.2.1]heptan-2-yl)-3-cyano-7-methyl-4-oxo-4H-pyrido[1,2-a]pyrimidin-9-yl)ethyl)amino)benzoic acid [C@@H]12N(C[C@@H](CC1)C2)C=2N=C1N(C(C2C#N)=O)C=C(C=C1[C@@H](C)NC1=C(C(=O)O)C=CC=C1)C